biscarboxygermanium C(=O)(O)[Ge]C(=O)O